C[C@@]12C(C[C@@H](CC1)C2(C)C)=S (1R,4R)-1,7,7-trimethylbicyclo[2.2.1]heptane-2-thione